C(C[N-]C=CC=CCCCCCCCCCCCCCC)[N-]C=CC=CCCCCCCCCCCCCCC N,N'-ethylenebis(octadecadienyl-amide)